1-(2-cyclopentylethoxy)-2,4,6-trimethylpyridin-1-ium 4-methylbenzenesulfonate CC1=CC=C(C=C1)S(=O)(=O)[O-].C1(CCCC1)CCO[N+]1=C(C=C(C=C1C)C)C